4-((4-(6-amino-5-(4-amino-2-fluorophenyl)pyridin-3-yl)benzyl)-L-prolyl)morpholine NC1=C(C=C(C=N1)C1=CC=C(CN2[C@@H](CCC2)C(=O)N2CCOCC2)C=C1)C1=C(C=C(C=C1)N)F